(2'r,4r)-6-bromo-2'-fluorospiro[2,3-dihydroisoquinoline-4,1'-cyclopropane]-1-one BrC=1C=C2C(=CC1)C(NC[C@]21[C@@H](C1)F)=O